2,3-dihydrofuro[3,2-b]Pyridin-5(4H)-one O1CCC=2NC(C=CC21)=O